1-Aminoindan NC1CCC2=CC=CC=C12